FC(C=1N=C(OC1C(=O)N1[C@@H](C2=C(CC1)NC=N2)C2=NN1C(C(=CC=C1)C)=C2)C(C)(C)O)F (S)-(4-(difluoromethyl)-2-(2-hydroxypropan-2-yl)oxazol-5-yl)(4-(4-methylpyrazolo[1,5-a]pyridin-2-yl)-6,7-dihydro-1H-imidazo[4,5-c]pyridin-5(4H)-yl)methanone